COC1=CC=C(C=C1)C1=NOC(=N1)N1CCC(CC1)C(=O)N1CCC(CC1)OC (1-(3-(4-Methoxyphenyl)-1,2,4-oxadiazol-5-yl)piperidin-4-yl)(4-methoxypiperidin-1-yl)methanone